FC1=C(C(=O)NC2=CN=C(C=C2C(=O)OC)OC)C(=CC=N1)OC methyl 5-(2-fluoro-4-methoxynicotinamido)-2-methoxyisonicotinate